ClC=1C(=NC(=NC1)NC1=C(C=C2CCN(CC2=C1)C)OC)N1CCC2=CC=CC=C12 N-(5-chloro-4-(indolin-1-yl)pyrimidin-2-yl)-6-methoxy-2-methyl-1,2,3,4-tetrahydroisoquinolin-7-amine